rac-(2S,4r)-4-(chloromethyl)-2-phenylpiperidine ClC[C@H]1C[C@H](NCC1)C1=CC=CC=C1 |r|